5-[5-(4,4-difluoro-1-piperidyl)-3,4-dihydro-2H-quinolin-1-yl]-6-fluoro-1-methyl-[1,2,4]triazolo[4,3-a]quinazoline FC1(CCN(CC1)C1=C2CCCN(C2=CC=C1)C1=NC=2N(C3=CC=CC(=C13)F)C(=NN2)C)F